C(CCCCCCC\C=C/CCCCCCCC)(=O)O.C(CCCCCCC\C=C/CCCCCCCC)(=O)O.OC1=CC=C(C=C1)C(C)(C)C1=CC=C(C=C1)O bisphenol A dioleate